C(C1=CC=CC=C1)OC1=C(C=CC(=C1)C(F)(F)F)C1=C2C(=C(N=N1)NC[C@@H]1CCC(N1)=O)C=NC=C2 (5S)-5-[[[1-[2-benzyloxy-4-(trifluoromethyl)phenyl]pyrido[3,4-d]pyridazin-4-yl]amino]methyl]pyrrolidin-2-one